C(C=C)(=O)NC=1C=C(C=CC1C(=O)N1CCOCC1)NC1=CC(=CN(C1=O)C)C=1C(=C(C=CC1)NC(C1=CC(=C(C=C1)OC)OC)=O)C N-(3-(5-((3-acrylamido-4-(morpholine-4-carbonyl)phenyl)amino)-1-methyl-6-oxo-1,6-dihydropyridin-3-yl)-2-methylphenyl)-3,4-dimethoxybenzamide